N-[3-(4-fluorophenyl)azetidin-3-yl]-6-(naphthalen-2-yl)-4-oxo-3-(trifluoromethyl)-4,5-dihydropyrazolo[1,5-a]pyrazine-2-carboxamide FC1=CC=C(C=C1)C1(CNC1)NC(=O)C1=NN2C(C(NC(=C2)C2=CC3=CC=CC=C3C=C2)=O)=C1C(F)(F)F